C(C)(C)[C@H]1CN=C2N1C1=CC=C(C=C1C(N2CC2=CN=C(S2)C)=O)S(=O)(=O)NC2(CC2)C (S)-1-isopropyl-N-(1-methyl-cyclopropyl)-4-((2-methylthiazol-5-yl)methyl)-5-oxo-1,2,4,5-tetrahydroimidazo[1,2-a]-quinazoline-7-sulfonamide